O-Malonyl-L-serin C(CC(=O)O)(=O)OC[C@H](N)C(=O)O